tert-Butyl (5-(5-(4,4-difluoropiperidine-1-carbonyl)pyridin-2-yl)-7-(hydrazinecarbonyl)benzofuran-2-yl)methylcarbamate FC1(CCN(CC1)C(=O)C=1C=CC(=NC1)C=1C=C(C2=C(C=C(O2)CNC(OC(C)(C)C)=O)C1)C(=O)NN)F